COC(=O)C1=C(C=NC2=C1OCCN2C2=NC=C(N=C2)Br)C=2C=NN(C2C)CC21CC3CC(CC(C2)C3)C1 7-(1-(adamantan-1-ylmethyl)-5-methyl-1H-pyrazol-4-yl)-4-(5-bromopyrazin-2-yl)-3,4-dihydro-2H-pyrido[3,2-b][1,4]oxazine-8-carboxylic acid methyl ester